diiodo[2,6-bis[4-(R)-tert-butyl-2-oxazolyl]pyridine] cobalt [Co].IC=1C=C(C(=NC1C=1OC=C(N1)C(C)(C)C)C=1OC=C(N1)C(C)(C)C)I